ClC=1C(N(C(=CC1OCC1=NC=C(C=C1F)F)C)C1=CC(=NC=C1C)C(\C=C\N(C)C)=O)=O 3-chloro-4-[(3,5-difluoropyridin-2-yl)methoxy]-2'-[(2E)-3-(dimethylamino)prop-2-enoyl]-5',6-dimethyl-[1,4'-bipyridin]-2-one